tert-butyl 4-((7-(2-(dimethylamino)acetamido)-4-oxoquinazolin-3(4H)-yl)methyl)-4-hydroxypiperidine-1-carboxylate CN(CC(=O)NC1=CC=C2C(N(C=NC2=C1)CC1(CCN(CC1)C(=O)OC(C)(C)C)O)=O)C